3-fluoro-4-((4-(1-((2S,3R)-3-hydroxybutan-2-yl)-1H-pyrazol-4-yl)-5-(trifluoromethyl)pyrimidin-2-yl)amino)benzenesulfonamide FC=1C=C(C=CC1NC1=NC=C(C(=N1)C=1C=NN(C1)[C@@H](C)[C@@H](C)O)C(F)(F)F)S(=O)(=O)N